C(CCCCCCCC)(=O)OCC(CO)(CO)CO monopentaerythritol pelargonate